(E)-3-(dimethylamino)-1-(4-methoxynaphthalene-1-yl)-2-(4-methylphenyl)prop-2-ene-1-one CN(/C=C(/C(=O)C1=CC=C(C2=CC=CC=C12)OC)\C1=CC=C(C=C1)C)C